2-[2-[4-(2,6-dioxo-3-piperidyl)phenyl]-2-azaspiro[3.3]hept-6-yl]acetic acid O=C1NC(CCC1C1=CC=C(C=C1)N1CC2(C1)CC(C2)CC(=O)O)=O